3-bromophthalaldehyde BrC1=C(C(C=O)=CC=C1)C=O